5-bromo-1,2-dimethyl-1H-imidazole BrC1=CN=C(N1C)C